COC=1C(=CC=2C3=C(NC2C1)C=CC=N3)OC 7,8-dimethoxy-5H-pyrido[3,2-b]indole